O=C1N(C(C2=CC=CC=C12)=O)C1=CC=C(C=C1)C(C(=O)O)CC 2-(4-(1,3-dioxoisoindoline-2-yl)phenyl)butyric acid